CC1=C(C=CC(=C1)C1=NC=NN2C1=CC(=C2)OC[C@H](COC(C2=CC=CC=C2)(C2=CC=CC=C2)C2=CC=CC=C2)O)CNC(OC(C)(C)C)=O |r| tert-butyl N-[[2-methyl-4-[6-[rac-(2S)-2-hydroxy-3-trityloxy-propoxy]pyrrolo[2,1-f][1,2,4]triazin-4-yl]phenyl]methyl]carbamate